N1=C(C=C(C2=CC=CC=C12)O)O CHINOLIN-2,4-DIOL